N1(CCNCC1)C1=CC=CC2=C1C=CS2 4-piperazinyl-benzothiophene